3-((dimethylamino)methyl)-4-(3-(methoxy-d3)phenyl)-1-((4-(trifluoromethyl)benzyl)sulfonyl)piperidin-4-ol CN(C)CC1CN(CCC1(O)C1=CC(=CC=C1)OC([2H])([2H])[2H])S(=O)(=O)CC1=CC=C(C=C1)C(F)(F)F